ClC1=CC(=NC=2N1N=C(C2)C)C(F)(F)F 7-chloro-2-methyl-5-(trifluoromethyl)pyrazolo[1,5-a]pyrimidine